C(C)(=O)C1=NN(C2=CC=C(C=C12)C=1C=NC(=[N+](C1)[O-])C)CC(=O)O 5-(3-acetyl-1-(carboxymethyl)-1H-indazol-5-yl)-2-methylpyrimidine 1-oxide